Indole-1-carbaldehyde N1(C=CC2=CC=CC=C12)C=O